4-bromo-2,7-di-tert-butyl-9,9'-spirobi(fluoren) BrC1=CC(=CC=2C3(C4=CC(=CC=C4C12)C(C)(C)C)C1=CC=CC=C1C=1C=CC=CC13)C(C)(C)C